CN(C(OC(C)(C)C)=O)[C@H](C(=O)NCCNC1=NC(=NC(=C1)NC=1SC(=CN1)C1=CC=CC=C1)C)C tert-butyl N-methyl-N-[(1S)-1-methyl-2-[2-[[2-methyl-6-[(5-phenylthiazol-2-yl)amino]pyrimidin-4-yl]amino]ethylamino]-2-oxo-ethyl]carbamate